N-methyl-[1,1'-biphenyl]-4-carboxamide CNC(=O)C1=CC=C(C=C1)C1=CC=CC=C1